OC(CN(CCOCCN(CCN1CCN(CC1)CCOCCN(CC(CCCCCCCCCC)O)CC(CCCCCCCCCC)O)CC(CCCCCCCCCC)O)CC(CCCCCCCCCC)O)CCCCCCCCCC 1,1'-((2-(2-(4-(2-((2-(2-(bis(2-hydroxydodecyl)amino)ethoxy)ethyl)(2-hydroxydodecyl)amino)ethyl)piperazin-1-yl)ethoxy)ethyl)azanediyl)bis(dodecan-2-ol)